(S)-2-phenyl-6,7-dihydro-5H-cyclopenta[b]pyridin-7-ol C1(=CC=CC=C1)C1=CC=C2C(=N1)[C@H](CC2)O